C(C)(C)(C)OC(=O)N1CCC(CC1)C=1C=NNC1 4-(1H-pyrazol-4-yl)piperidine-1-carboxylic acid tert-butyl ester